C(C)(C)C1=C(C=CC=C1)C=1N=CC2=C(N1)C(=CN2)[C@H](C)C2=CC=C(C=C2)C=2N(C=C(N2)C(F)(F)F)C 2-(2-isopropylphenyl)-7-[(1R)-1-[4-[1-methyl-4-(trifluoromethyl)imidazol-2-yl]phenyl]ethyl]-5H-pyrrolo[3,2-d]pyrimidine